O1CCN=CC2=C1C=CC=C2 3H-1,4-benzoxazepine